1-(4-methoxyphenyl)-3-(4-tert-butyl-styryl)-5-(4-tert-butyl-phenyl)-pyrazoline COC1=CC=C(C=C1)N1NC(=CC1C1=CC=C(C=C1)C(C)(C)C)C=CC1=CC=C(C=C1)C(C)(C)C